CC1=C(C=C(C=C1)[N+](=O)[O-])C1=NC(=NC(=C1)N1CCOCC1)N1CCC(CC1)O 1-(4-(2-methyl-5-nitrophenyl)-6-morpholinopyrimidin-2-yl)piperidin-4-ol